(1-methylpyrrolidin-2-yl)prop-2-enoic acid CN1C(CCC1)C(C(=O)O)=C